C(C)N1C[C@@H](CCC1)NC=1C(N(C(=NN1)C1=C(C=C(C=C1)C(F)(F)F)O)C)=O 6-[[(3R)-1-Ethyl-3-piperidyl]amino]-3-[2-hydroxy-4-(trifluoromethyl)phenyl]-4-methyl-1,2,4-triazin-5-one